[N+](=O)([O-])C=1C=C(C=CC1)C1NC(NC(=C1C(=O)OCC)C)=O 4-(m-nitrophenyl)-5-ethoxycarbonyl-6-methyl-3,4-dihydropyrimidine-2(1H)-one